but-1,3-dien-1-ylacetate C(=CC=C)CC(=O)[O-]